ClC=1C=C2N(C(N1)=O)CC1N2CCC2(C1)CCOCC2 3'-chloro-2,3,5,6,6',7',9a',10'-octahydro-1'H,9'H-spiro[pyran-4,8'-pyrido[1',2':3,4]imidazo[1,2-c]pyrimidin]-1'-one